N-(6-amino-5-ethyl-3-pyridyl)-2-oxo-2-[(2R,5S)-5-methyl-2-[3-[[rel-(2R)-1-methylpyrrolidin-2-yl]methoxy]phenyl]-1-piperidyl]acetamide NC1=C(C=C(C=N1)NC(C(N1[C@H](CC[C@@H](C1)C)C1=CC(=CC=C1)OC[C@@H]1N(CCC1)C)=O)=O)CC |o1:25|